C1N(CCC2=CC=CC=C12)C[C@H](CNC(=O)C=1N=C2N(CC(CC2)C(=O)N2CCCCC2)C1)O N-((S)-3-(3,4-Dihydroisoquinolin-2(1H)-yl)-2-hydroxypropyl)-6-(piperidine-1-carbonyl)-5,6,7,8-tetrahydroimidazo[1,2-a]pyridine-2-carboxamide